ClC=1C=C(C(=NC1C=1C=NN(C1)C)C1=NN2C(CN(CC2)C(=O)OC(C)(C)C)=C1)C1=C(C=C(C=C1)F)OCCOC tert-butyl 2-[5-chloro-3-[4-fluoro-2-(2-methoxyethoxy)phenyl]-6-(1-methylpyrazol-4-yl)-2-pyridyl]-6,7-dihydro-4H-pyrazolo[1,5-a]pyrazine-5-carboxylate